diazacyclotridecene-5-one N1=NCCC(CCCCCCCC1)=O